(3S,4R)-3-fluoro-4-prop-2-ynyloxy-piperidine-1-carboxylic acid tert-butyl ester C(C)(C)(C)OC(=O)N1C[C@@H]([C@@H](CC1)OCC#C)F